C(C)(=O)ONC(=N)C=1C=C(SC1)CNC(=O)[C@H]1N(C[C@@H](C1)CC1=CC=C(C=C1)C(F)(F)F)C(CNC(C1=CC=C(C=C1)OC1=CC=CC=C1)=O)=O (2S,4R)-N-((4-(N-acetoxycarbamimidoyl)thiophen-2-yl)methyl)-1-((4-phenoxybenzoyl)glycyl)-4-(4-(trifluoromethyl)-benzyl)pyrrolidine-2-carboxamide